C(#N)C1(CCN(CC1)CC(=O)N)CNC1=NC=NC(=C1F)N(CC1=CC=C(C=C1)C(F)(F)F)C1CC1 2-(4-cyano-4-(((6-(cyclopropyl(4-(trifluoromethyl)benzyl)amino)-5-fluoropyrimidin-4-yl)amino)methyl)piperidin-1-yl)acetamide